3-(5-methyl-3-(trifluoromethyl)-6,7,8,9-tetrahydropyrido[3',2':4,5]pyrrolo[1,2-a]pyrazine-7-carbonyl)pyrrolidin CC=1C2=C(N3C1CN(CC3)C(=O)C3CNCC3)N=CC(=C2)C(F)(F)F